[(4S)-1-[[3-[[(1R,2R)-2-hydroxyindan-1-yl]carbamoyl]phenyl]methyl]-4-isopropyl-4-methyl-6-oxo-hexahydropyrimidin-2-ylidene]ammonium O[C@H]1[C@@H](C2=CC=CC=C2C1)NC(=O)C=1C=C(C=CC1)CN1C(N[C@](CC1=O)(C)C(C)C)=[NH2+]